C(C)(C)(C)OC(=O)N1C[C@@H]2[C@H](CC1)OSO2.C(#N)[C@@]2([C@@H]1CCN(C[C@H]21)C(=O)OC(C)(C)C)C=2SC=C(N2)C tert-butyl (1S,6R,7S)-7-cyano-7-(4-methylthiazol-2-yl)-3-azabicyclo[4.1.0]heptane-3-carboxylate Tert-butyl-(3aR,7aS)-tetrahydro-[1,3,2]dioxathiolo[4,5-c]pyridine-5(4H)-carboxylate